tert-butylhydroxyanisole CC(C)(C)C1=C(C=CC(=C1)O)OC.CC(C)(C)C1=C(C=CC(=C1)OC)O